2-(N-hydroxyethylamino)-ethanol OCCNCCO